ClC1=CC=CC=2N=C(OC21)C2=CC=C(C=C2)NC(=O)C2CS(CC2)(=O)=O N-[4-(7-Chloro-1,3-benzoxazol-2-yl)phenyl]-1,1-dioxothiolan-3-carboxamid